ClC=1C(N(C(=CC1OCC1=C(C=C(C=C1)F)F)C)C=1C=C(CNC(CO)=O)C=CC1F)=O N-{3-[3-chloro-4-[(2,4-difluorobenzyl)oxy]-6-methyl-2-oxopyridin-1(2H)-yl]-4-fluorobenzyl}-2-hydroxyacetamide